NC1=NC=C(C(=N1)C1=CN(C2=NC=C(C=C21)C#CC(C)(O)C)C)Cl 4-(3-(2-amino-5-chloropyrimidin-4-yl)-1-methyl-1H-pyrrolo[2,3-b]pyridin-5-yl)-2-methylbut-3-yn-2-ol